4-({3-[6-(2,3-Dihydro-benzo[1,4]dioxin-5-yl)-2-methoxy-pyridin-3-ylamino]-benzylamino}-methyl)-1H-pyridin-2-one O1CCOC2=C1C=CC=C2C2=CC=C(C(=N2)OC)NC=2C=C(CNCC1=CC(NC=C1)=O)C=CC2